FC(C=C(C(F)(F)F)F)(F)F trans-1,1,1,3,4,4,4-heptafluoro-2-butene